(3R)-N,N-dimethylpyrrolidin-3-amine dihydrochloride Cl.Cl.CN([C@H]1CNCC1)C